Cl.CN1CC2=C(CC1)N=C(S2)C(=O)Cl 4,5,6,7-tetrahydro-5-methyl-thiazolo[5,4-C]pyridine-2-carbonyl chloride hydrochloride